1-(3-bromo-1-(3-chloropyridin-2-yl)-1H-pyrazole-5-carboxamido)-2-phenylcyclopropane-1-carboxylate BrC1=NN(C(=C1)C(=O)NC1(C(C1)C1=CC=CC=C1)C(=O)[O-])C1=NC=CC=C1Cl